Ethyl 4,5-dihydronaphtho[1,2-b]thiophene-2-carboxylate S1C2=C(C=C1C(=O)OCC)CCC1=CC=CC=C12